2-[2-(4-chloro-phenoxy)-3-methyl-butoxy]-isoindol-1,3-dione ClC1=CC=C(OC(CON2C(C3=CC=CC=C3C2=O)=O)C(C)C)C=C1